3-(5,6-dibromo-1H-benzo[d]imidazol-2-yl)-9-ethyl-9H-carbazole BrC1=CC2=C(NC(=N2)C=2C=CC=3N(C4=CC=CC=C4C3C2)CC)C=C1Br